C(CCCCC)[N+](CCCCCC)(CCCCCC)CCCCCC.FC(C(C(C(F)(F)F)(F)F)(F)F)(S(=O)(=O)[O-])F perfluorobutanesulfonic acid tetrahexylammonium salt